benzyl (6S)-6-{[7-bromo-2-(1-methyl-1H-pyrazol-4-yl)[1,2,4]triazolo[1,5-c]quinazolin-5-yl] amino}-5-oxo-1,4-diazepane-1-carboxylate BrC1=CC=CC=2C=3N(C(=NC12)N[C@@H]1C(NCCN(C1)C(=O)OCC1=CC=CC=C1)=O)N=C(N3)C=3C=NN(C3)C